gallium amyloxide C(CCCC)OCCCCC.[Ga]